C1N(CC2=CC=CC=C12)CC=1OC=C(C(C1)=O)OCC1=CC=C(C=C1)SC(F)(F)F 2-(isoindolin-2-ylmethyl)-5-((4-((trifluoromethyl)thio)benzyl)oxy)-4H-pyran-4-one